3-((5-bromo-2-((2-isopropyl-4-(4-methylpiperazin-1-yl)phenyl)amino)pyrimidin-4-yl)amino)piperidin-2-one BrC=1C(=NC(=NC1)NC1=C(C=C(C=C1)N1CCN(CC1)C)C(C)C)NC1C(NCCC1)=O